2-chloro-5-[2-(4-methylpiperazin-1-yl)ethoxy]pyrimidine ClC1=NC=C(C=N1)OCCN1CCN(CC1)C